N-(6-(1-cyanospiro[2.2]pentan-1-yl)isoquinolin-3-yl)-2,2-dimethyltetrahydro-2H-pyran-4-carboxamide C(#N)C1(CC12CC2)C=2C=C1C=C(N=CC1=CC2)NC(=O)C2CC(OCC2)(C)C